FC=1C(=CC(=C(C1)N1C(C=CC2=CC(=CC=C12)S(=O)(=O)N(CC1=CC=C(C=C1)OC)C1=NOC=C1)=O)OC)[C@H]1[C@@H](C1)COC(F)(F)F (P)-1-(5-FLUORO-2-METHOXY-4-((1R,2R)-2-((TRIFLUOROMETHOXY)METHYL)CYCLOPROPYL)PHENYL)-N-(ISOXAZOL-3-YL)-N-(4-METHOXYBENZYL)-2-OXO-1,2-DIHYDROQUINOLINE-6-SULFONAMIDE